O1CCN(CC1)C1=CC=C2N=C3C=CC(C=C3P(C2=C1)(C1=CC=CC=C1)=O)=[N+]1CCOCC1 4-(8-morpholino-10-oxido-10-phenyl-2H-phenophosphazinin-2-ylidene)morpholin-4-ium